2,3-dibromoprop-2-en-1-ol BrC(CO)=CBr